N6-[6-(5-chloro-1,3-benzothiazol-2-yl)spiro[3.3]Heptane-2-yl]Pyrimidine-4,6-dicarboxamide ClC=1C=CC2=C(N=C(S2)C2CC3(CC(C3)NC(=O)C3=CC(=NC=N3)C(=O)N)C2)C1